4-[5-bromo-2-[(3,3,3-trifluoro-propyl)amino]-pyrrolo[2,3-d]-pyrimidin-7-yl]-1-methylcyclohexan-1-ol BrC1=CN(C=2N=C(N=CC21)NCCC(F)(F)F)C2CCC(CC2)(O)C